[5-methoxy-2-(2-methylpyrazol-3-yl)-1-naphthyl] trifluoromethanesulfonate FC(S(=O)(=O)OC1=C(C=CC2=C(C=CC=C12)OC)C=1N(N=CC1)C)(F)F